3-(3-fluorophenyl)-5-methyl-1H-pyrrole-2,4-dicarboxylic acid diethyl ester C(C)OC(=O)C=1NC(=C(C1C1=CC(=CC=C1)F)C(=O)OCC)C